P(=O)(OCCCCCCCCOC(C=C)=O)(O)O acryloyloxyoctyl dihydrogen Phosphate